3-(1-methyl-7-((1-(tetrahydro-2H-thiopyran-4-carbonyl)piperidin-4-yl)oxy)-1H-indazol-3-yl)piperidine-2,6-dione CN1N=C(C2=CC=CC(=C12)OC1CCN(CC1)C(=O)C1CCSCC1)C1C(NC(CC1)=O)=O